C(C)OCC1(CN(CC1)C(C)(C)C=1C=CC(=NC1)C)CC(C=1SC(=CC1)F)F 5-(2-(3-(ethoxymethyl)-3-(2-fluoro-2-(5-fluorothiophen-2-yl)ethyl)pyrrolidin-1-yl)propan-2-yl)-2-methylpyridine